2-[1-(2-cyanophenyl)-1-(3,4-difluorophenyl)propan-2-yl]-5-hydroxy-1-methyl-N-(1,2-oxazol-4-yl)-6-oxopyrimidine-4-carboxamide C(#N)C1=C(C=CC=C1)C(C(C)C=1N(C(C(=C(N1)C(=O)NC=1C=NOC1)O)=O)C)C1=CC(=C(C=C1)F)F